Bis(triethoxysilyl)ethylene CCO[Si](C(=C)[Si](OCC)(OCC)OCC)(OCC)OCC